sodium [3-hydroxy-5-pentylphenyl]acetate OC=1C=C(C=C(C1)CCCCC)CC(=O)[O-].[Na+]